4-chloro-1,6-dimethyl-1H-pyrazolo[3,4-d]pyrimidine ClC1=C2C(=NC(=N1)C)N(N=C2)C